O(C1=CC=CC=C1)C1=CC=C(C=C1)[C@H]1SCC[C@H](NC1=O)CNC1CCOCC1 (2R,5S)-2-(4-phenoxyphenyl)-5-[(tetrahydropyran-4-ylamino)methyl]-1,4-thiazepan-3-one